ClC=1C=C2C(=C3C1NC(NC31CCCCC1)=O)OC(=N2)CNCC(N2CCCC2)=O 5-chloro-2-({[2-oxo-2-(pyrrolidin-1-yl)ethyl]amino}methyl)-7,8-dihydro-6H-spiro[[1,3]oxazolo[5,4-f]quinazoline-9,1'-cyclohexane]-7-one